BrC=CC=CCCC 7-bromo-4,6-heptadiene